(R)-4,4-difluoro-2-(2-fluoro-4-(trifluoromethyl)phenyl)pyrrolidin FC1(C[C@@H](NC1)C1=C(C=C(C=C1)C(F)(F)F)F)F